FCCCCCN1C=C(C2=CC=CC=C12)C(=O)N[C@H](C(=O)[O-])C(C)(C)C (2S)-2-[[1-[5-fluoropentyl] indole-3-carbonyl] amino]-3,3-dimethylbutyrate